1H-Pyrrole-4-carboxylic acid N1C=CC(=C1)C(=O)O